COC=1C=C(C=CC1[N+](=O)[O-])C1=NOC(=C1)CN1CCN(CC1)C 3-(3-methoxy-4-nitrophenyl)-5-((4-methylpiperazin-1-yl)methyl)isoxazole